4-(4-(2-amino-2-oxoethyl)phenoxy)butanoic acid ethyl ester C(C)OC(CCCOC1=CC=C(C=C1)CC(=O)N)=O